7-PHENYL-1H-INDOL-2-YLBORONIC ACID C1(=CC=CC=C1)C=1C=CC=C2C=C(NC12)B(O)O